FC(OC=1C=C(C=CC1)N1N=CC(=C1)[C@@H]1CC12CCNCC2)(F)F (1R)-1-{1-[3-(trifluoromethoxy)phenyl]-1H-pyrazol-4-yl}-6-azaspiro[2.5]octane